4-(4-Cyclopropyl-2,6-dioxo-3,6-dihydropyrimidin-1(2H)-yl)-5-fluoro-2-(2-methylphenoxy)benzonitrile C1(CC1)C=1NC(N(C(C1)=O)C1=CC(=C(C#N)C=C1F)OC1=C(C=CC=C1)C)=O